C(CC#CCC#CCC#CCCCCC)O pentadeca-3,6,9-triyn-1-ol